ClC=1C(=NC=CC1C1=NC(=C(C=C1)CNC[C@@H]1NC(CC1)=O)OC)C=1C(=C(C=CC1)NC(C1=NC=C(C=C1)CN[C@H](CO)C(C)C)=O)C N-(3-(3'-chloro-6-methoxy-5-(((((R)-5-oxopyrrolidin-2-yl)methyl)amino)methyl)-[2,4'-bipyridin]-2'-yl)-2-methylphenyl)-5-((((S)-1-hydroxy-3-methylbutan-2-yl)amino)methyl)picolinamide